(1S,2R)-N,N-dibenzyl-5-methoxy-1-phenyl-2-(4,4,5,5-tetramethyl-1,3,2-dioxaborolan-2-yl)pentan-1-amine C(C1=CC=CC=C1)N([C@@H]([C@@H](CCCOC)B1OC(C(O1)(C)C)(C)C)C1=CC=CC=C1)CC1=CC=CC=C1